OC1=C(C=CC(=C1)C(F)(F)F)C1=C(C=C(N=N1)N[C@H]1CN(CCC1)CC(=O)N1CC(C1)O)C (R)-2-(3-((6-(2-Hydroxy-4-(trifluoromethyl)phenyl)-5-methylpyridazin-3-yl)amino)piperidin-1-yl)-1-(3-hydroxyazetidin-1-yl)ethan-1-one